6-chloro-3-hydroxypicolinic acid ClC1=CC=C(C(=N1)C(=O)O)O